BrC=1C=CC=C2CN(C(C12)=O)CC(=O)O 2-(7-bromo-1-oxo-isoindolin-2-yl)acetic acid